C1CC12CNCC2OC=2C1=C(N=C(N2)NNC=2C=NN(C2)CC)NC=C1 4-((5-azaspiro[2.4]heptan-7-yl)oxy)-N-((1-ethyl-1H-pyrazol-4-yl)amino)-7H-pyrrolo[2,3-d]pyrimidin-2-amine